5-(1-benzofuran-7-yl)-N-[4-(difluoromethoxy)-2,5-difluorophenyl]-1H-pyrrole-3-sulfonamide O1C=CC2=C1C(=CC=C2)C2=CC(=CN2)S(=O)(=O)NC2=C(C=C(C(=C2)F)OC(F)F)F